CNS(=O)(=O)C1=CC(=C(C=C1)NC1=CC=C(C=C1)C(F)(F)F)C=1N=NNN1 n-methyl-3-(2H-tetrazol-5-yl)-4-((4-(trifluoromethyl)phenyl)amino)benzenesulfonamide